FC1=C(C=CC(=C1)OC1=CC(=NC=C1)N1CC(C1)CO)NC1=NC=NC2=CC(=C(C=C12)NC1CCN(CC1)C(C=C)=O)OC 1-(4-((4-((2-fluoro-4-((2-(3-(hydroxymethyl)azetidin-1-yl)pyridin-4-yl)oxy)phenyl)amino)-7-methoxyquinazolin-6-yl)amino)piperidin-1-yl)prop-2-en-1-one